C(C)S(=O)(=O)C1=C(N=C2N1C=CC=C2)C(=O)OCC ethyl 3-ethylsulfonylimidazo[1,2-a]pyridine-2-carboxylate